CC1(OCC2=C(O1)C=CC(=C2)[C@H]2OC2)C (R)-2,2-dimethyl-6-(oxiran-2-yl)-4H-benzo[d][1,3]dioxin